CO/C=C/C12CN(CC(CC1)N2C(=O)OC(C)(C)C)C(=O)OCC2=CC=CC=C2 3-benzyl 8-tert-butyl 1-[(E)-2-methoxyethenyl]-3,8-diazabicyclo[3.2.1]octane-3,8-dicarboxylate